8-Oxa-2-aza-spiro[4.5]decane-2-carboxylic acid (6-fluoro-4-methoxy-7-phenyl-thiazolo[4,5-c]pyridin-2-yl)-amide FC1=C(C2=C(C(=N1)OC)N=C(S2)NC(=O)N2CC1(CC2)CCOCC1)C1=CC=CC=C1